4-(3-chloro-6-(4-cyclopropyl-1H-1,2,3-triazol-1-yl)-2-fluorophenyl)-6-methoxypyrimidine ClC=1C(=C(C(=CC1)N1N=NC(=C1)C1CC1)C1=NC=NC(=C1)OC)F